6-(4-Chloro-1-(4-(6-(trifluoromethoxy)pyridin-2-yl)benzyl)-1H-indazol-7-carboxamido)spiro[3.3]heptan ClC1=C2C=NN(C2=C(C=C1)C(=O)NC1CC2(CCC2)C1)CC1=CC=C(C=C1)C1=NC(=CC=C1)OC(F)(F)F